1-phenyl-3-(piperidine-3-yl)imidazoline C1(=CC=CC=C1)N1CN(CC1)C1CNCCC1